S(=O)(=O)([O-])CS(=O)(=O)[O-].[Zn+2] zinc monomethionate